(1-(6-((2-amino-2-oxo-1-phenylethyl)thio)-3,5-dicyano-4-ethylpyridin-2-yl)piperidin-4-yl)carbamic acid tert-butyl ester C(C)(C)(C)OC(NC1CCN(CC1)C1=NC(=C(C(=C1C#N)CC)C#N)SC(C(=O)N)C1=CC=CC=C1)=O